ClC=1C(=C(C=CC1)NC1=C(C=CC=C1)C(=O)N1CCOCC1)C (2-((3-chloro-2-methylphenyl)amino)phenyl)(morpholino)methanone